5-methyl-5-(3-(1-methyl-1H-imidazol-4-yl)-4-((4-(trifluoromethyl)phenyl)amino)phenyl)imidazolidine-2,4-dione CC1(C(NC(N1)=O)=O)C1=CC(=C(C=C1)NC1=CC=C(C=C1)C(F)(F)F)C=1N=CN(C1)C